N-((R)-2-(difluoromethoxy)-1-(3-(difluoromethoxy)phenyl)ethyl)-3-hydroxy-3-(1-(trifluoro-methyl)cyclopropyl)propanamide FC(OC[C@@H](C1=CC(=CC=C1)OC(F)F)NC(CC(C1(CC1)C(F)(F)F)O)=O)F